5-((R)-3-(((1-(3-((4-((3-chloro-4-fluorophenyl)amino)-7-methoxyquinazolin-6-yl)oxy)propyl)piperidin-4-yl)methyl)amino)piperidin-1-yl)-2-(2,6-dioxopiperidin-3-yl)isoindoline-1,3-dione ClC=1C=C(C=CC1F)NC1=NC=NC2=CC(=C(C=C12)OCCCN1CCC(CC1)CN[C@H]1CN(CCC1)C=1C=C2C(N(C(C2=CC1)=O)C1C(NC(CC1)=O)=O)=O)OC